2,4-bis(octylthio)-6-(4-hydroxy-3,5-di-tert-butylphenylamino)-1,3,5-triazine C(CCCCCCC)SC1=NC(=NC(=N1)SCCCCCCCC)NC1=CC(=C(C(=C1)C(C)(C)C)O)C(C)(C)C